N-acroyl-S-tritylcysteine C(=O)(C=C)N[C@@H](CSC(C1=CC=CC=C1)(C1=CC=CC=C1)C1=CC=CC=C1)C(=O)O